C1=NC=C(C2=CC=CC=C12)N1C(N(CC1C#N)C=1C=NC(=CC1)C(F)(F)F)=O 3-(isoquinolin-4-yl)-2-oxo-1-(6-(trifluoromethyl)pyridin-3-yl)imidazolidine-4-carbonitrile